aluminum-iron-lanthanum [La].[Fe].[Al]